dimethyl 2-iodophthalate IC1(C(C(=O)OC)C=CC=C1)C(=O)OC